N-(2,6-difluoro-3-(5-(2-methoxypyrimidin-5-yl)-1H-pyrazolo[3,4-b]pyridine-3-carbonyl)phenyl)propane-1-sulfonamide FC1=C(C(=CC=C1C(=O)C1=NNC2=NC=C(C=C21)C=2C=NC(=NC2)OC)F)NS(=O)(=O)CCC